C(C1=CC=CC=C1)OC(N(C)CC12CNC(C1)C2)=O N-(2-azabicyclo[2.1.1]hex-4-ylmethyl)-N-methyl-carbamic acid benzyl ester